D-malic acid sodium salt [Na+].C([C@H](O)CC(=O)[O-])(=O)[O-].[Na+]